4-(phenyl-m-tolyl-amino-phenyl)-biphenyl-4,4'-diamine C1(=CC=CC=C1)C1=C(C(=C(C=C1)C1(CC=C(C=C1)C1=CC=C(C=C1)N)N)N)C1=C(C=CC=C1)C